[Al].[B] Boron-aluminum